C(CCCCCCCCCCCCC\C=C/CCCCCCCC)(=O)O (Z)-15-tetracosenoic acid